[Mn].[Co].[Ni].[Li].[Al] aluminum-lithium-nickel-cobalt-manganese